C(C1=CC=CC=C1)N1CC2=CC=C(C=C2CC1)Br 2-benzyl-6-bromo-1,2,3,4-tetrahydroisoquinoline